5-cyano-N-[2,4-difluoro-3-[3-(1-[[2-(trimethylsilyl)ethoxy]methyl]imidazol-2-yl)imidazo[1,5-a]pyridin-7-yl]phenyl]-2-methoxypyridine-3-sulfonamide C(#N)C=1C=C(C(=NC1)OC)S(=O)(=O)NC1=C(C(=C(C=C1)F)C1=CC=2N(C=C1)C(=NC2)C=2N(C=CN2)COCC[Si](C)(C)C)F